[Si](C)(C)(C(C)(C)C)O[C@@H](CNC(OC(C)(C)C)=O)CC(O)C=1C=NC=C(C1Cl)F tert-butyl ((2R)-2-((tert-butyldimethylsilyl)oxy)-4-(4-chloro-5-fluoropyridin-3-yl)-4-hydroxybutyl)carbamate